C(CCCCCCC\C=C/C[C@H](O)CCCCCC)(=O)OC(CCCCC)=O n-Butylacetyl ricinoleate